CC1(C(OB(O1)/C=C/COCCOCCN1CCN(CC1)CC(=O)OC(C)(C)C)(C)C)C tert-butyl 2-[4-[2-(2-[[(2E)-3-(tetramethyl-1,3,2-dioxaborolan-2-yl)prop-2-en-1-yl]oxy]ethoxy)ethyl]piperazin-1-yl]acetate